COC1=CC(=CC=C1O)\C=C\C(=O)CC(=O)\C=C\C1=CC=C(O)C(OC)=C1 curcumin